N1=CC(=CC=C1)N1N=C2C=CC=C(C2=C1)C(=O)O 2-(3-pyridinyl)indazole-4-carboxylic acid